(1R,2S,4R)-4-({[4-(6-{bis[(2H3)methyl]amino}-5-methoxypyridin-3-yl)phenyl]methyl}amino)-2-{methyl[6-(2,2,2-trifluoroethyl)thieno[2,3-d]pyrimidin-4-yl]amino}cyclopentan-1-ol C([2H])([2H])([2H])N(C1=C(C=C(C=N1)C1=CC=C(C=C1)CN[C@@H]1C[C@@H]([C@@H](C1)O)N(C=1C2=C(N=CN1)SC(=C2)CC(F)(F)F)C)OC)C([2H])([2H])[2H]